tert-Butyl 4-(2-fluoro-4-(2-oxopyrrolidin-1-yl)phenyl)-3,6-dihydropyridine-1(2H)-carboxylate FC1=C(C=CC(=C1)N1C(CCC1)=O)C=1CCN(CC1)C(=O)OC(C)(C)C